C(C)C(COC(=O)C1=CC=C(NC2=NC(=NC(=N2)NC2=CC=C(C=C2)C(=O)OCC(CCCC)CC)NC2=CC=C(C=C2)C(=O)OCC(CCCC)CC)C=C1)CCCC 2,4,6-tris[4-(2-ethylhexyl-oxycarbonyl)anilino]1,3,5-triazine